7-nitroindoline-5-sulfonamide [N+](=O)([O-])C=1C=C(C=C2CCNC12)S(=O)(=O)N